N-(1-(5-(Cyclopropancarbonyl)-8,8-difluoro-5,6,7,8-tetrahydro-1,5-naphthyridin-2-yl)ethyl)-4-fluorobenzamid C1(CC1)C(=O)N1C=2C=CC(=NC2C(CC1)(F)F)C(C)NC(C1=CC=C(C=C1)F)=O